trans-4-((5-(1-(2,2-Difluoroethyl)-2-methyl-1H-benzo[d]imidazol-6-yl)-4-methoxypyrrolo[2,1-f][1,2,4]triazin-2-yl)amino)-1-methylcyclohexan-1-ol FC(CN1C(=NC2=C1C=C(C=C2)C=2C=CN1N=C(N=C(C12)OC)NC1CCC(CC1)(O)C)C)F